methyl 4-((trimethylsilyl)ethynyl)cyclohexane-1-carboxylate C[Si](C)(C)C#CC1CCC(CC1)C(=O)OC